NC=1C2=C(N=CN1)N(C=C2C=2C=C(CCS(=O)(=O)N)C=C(C2)F)[C@@H]2C[C@@H](C2)CN2CCC2 (3-(4-amino-7-(cis-3-(azetidin-1-ylmethyl)cyclobutyl)-7H-pyrrolo[2,3-d]pyrimidin-5-yl)-5-fluorobenzyl)methanesulfonamide